(3-chlorophenyl)-9-phenyldibenzo[b,d]furan ClC=1C=C(C=CC1)C1=CC=CC=2OC3=C(C21)C(=CC=C3)C3=CC=CC=C3